(R)-N-methyl-2,3-dihydro-1H-inden-1-amine CN[C@@H]1CCC2=CC=CC=C12